((2R,3S,4R,5S)-5-(4-aminopyrrolo[2,1-f][1,2,4]triazin-7-yl)-2-cyano-3,4-dihydroxytetrahydrofuran-2-yl)methyl acetate C(C)(=O)OC[C@]1(O[C@H]([C@@H]([C@@H]1O)O)C1=CC=C2C(=NC=NN21)N)C#N